pentadiene dibromide [Br-].[Br-].C=CC=CC